C(=O)O.FC(OCCN1C[C@@H](CCC1)NC=1N=NC(=C2C1C=NC=C2)C2=C(C=C(C=C2)C(F)(F)F)OC)F N-{(3R)-1-[2-(difluoromethoxy)ethyl]piperidin-3-yl}-1-[2-methoxy-4-(trifluoromethyl)phenyl]pyrido[3,4-d]pyridazin-4-amine formate